ClC=1C=C(C=C(C1)C(F)(F)F)C1(CC(=NO1)C1=CC(=C(C(=O)NCC=2C=NC(=CC2)Cl)C=C1)C)C(F)(F)F 4-(5-(3-chloro-5-(trifluoromethyl)phenyl)-5-(trifluoromethyl)-4,5-dihydroisoxazol-3-yl)-N-((6-chloropyridin-3-yl)methyl)-2-methylbenzamide